C(C)(C)(C)OC(NC1=NC(=C(C=C1)NCCNS(=O)(=O)C)C)=O (6-methyl-5-((2-(methylsulfonamido)ethyl)amino)pyridin-2-yl)carbamic acid tert-butyl ester